2-methoxy-4-(5,7-dihydroxy-4-oxo-2,3-dihydro-4H-chromen-2-yl)phenolate COC1=C(C=CC(=C1)C1OC2=CC(=CC(=C2C(C1)=O)O)O)[O-]